COC=1C=C(C=C2C(NC(S2)=O)=O)C=CC1 (3-methoxybenzylidene)-2,4-thiazolidinedione